C(C(=C)C)(=O)O.CCCCCCCCCC n-decane methacrylate